COC([C@@H](NC([C@@H](NC(=O)OC(C)(C)C)CCC(N)=O)=O)CS)=O (t-butoxycarbonyl)-L-glutaminyl-L-cysteine methyl ester